4-hydroxy-5,13,17-triazatetracyclo[8.7.0.02,7.011,16]heptadeca-1(10),2,4,6,11(16)-pentaen-12-one OC=1C=C2C=3NC=4CCNC(C4C3CCC2=CN1)=O